C(C)/C(=C(/C(=O)O)\CC)/C(=O)O.C(=C)Cl vinyl chloride diethyl-maleate